(E)-1-((3R,8R,9S,10S,13S,14S,17S)-3-((tert-butyldimethylsilyl)oxy)-10,13-dimethylhexadecahydro-1H-cyclopenta[a]phenanthren-17-yl)ethan-1-one oxime [Si](C)(C)(C(C)(C)C)O[C@@H]1CC[C@@]2([C@H]3CC[C@@]4([C@H](CC[C@H]4[C@@H]3CCC2C1)/C(/C)=N/O)C)C